ClC=1C(=C(C(=CC1)F)N1C2CN(CC1CC2)C(=O)C2=C(C=C(C=C2)F)Cl)OCOC [8-[3-chloro-6-fluoro-2-(methoxymethoxy)phenyl]-3,8-diazabicyclo[3.2.1]octan-3-yl]-(2-chloro-4-fluoro-phenyl)methanone